ClC=1N=CC=2OC(C(NC2N1)=O)(C)C chloro-6,6-dimethyl-6H-pyrimido[5,4-b][1,4]oxazin-7(8H)-one